tert-Butyl (1R,4R,5S)-5-(7-bromo-8-(2-cyanoethyl)-6-fluoro-2-(3-methoxy-3-oxopropyl)-4-(methylthio)-1H-pyrrolo[3,2-c]quinolin-1-yl)-2-azabicyclo[2.1.1]hexane-2-carboxylate BrC=1C(=CC=2C3=C(C(=NC2C1F)SC)C=C(N3[C@H]3[C@H]1CN([C@@H]3C1)C(=O)OC(C)(C)C)CCC(=O)OC)CCC#N